N1CCC(CC1)CN1CCOCC1 (piperidin-4-ylmethyl)morpholine